C(C)(C)(C)OC(=O)N(CC1CCC(CC1)(F)F)CC1=C2C(=NC(=C1)C(=O)O)C(CO2)(C)C 7-{[(tert-butoxycarbonyl)[(4,4-difluorocyclohexyl)methyl]amino]methyl}-3,3-dimethyl-2H-furo[3,2-b]pyridine-5-carboxylic acid